(2S)-2-(diisobutylcarbamoylamino)-4-[2-isopropoxyethyl-[4-(5,6,7,8-tetrahydro-1,8-naphthyridin-2-yl)butyl]amino]butanoic acid C(C(C)C)N(C(=O)N[C@H](C(=O)O)CCN(CCCCC1=NC=2NCCCC2C=C1)CCOC(C)C)CC(C)C